C1N(CCC2=CC=CC=C12)C[C@H](CN1C(C2=CC=C(C=C2CC1)N1CCN(CC1)C#N)=O)O 4-[2-[(2R)-3-(3,4-dihydro-1H-isoquinolin-2-yl)-2-hydroxypropyl]-1-oxo-3,4-dihydroisoquinolin-6-yl]piperazine-1-carbonitrile